2-methyl-5-nitro-benzenediazonium tetrafluoroborate F[B-](F)(F)F.CC1=C(C=C(C=C1)[N+](=O)[O-])[N+]#N